FC(C1=NNC(=C1)C=1C(=C(C(=CC1)O)N1CC(NS1(=O)=O)=O)F)F 5-(3-(3-(difluoromethyl)-1H-pyrazol-5-yl)-2-fluoro-6-hydroxyphenyl)-1,2,5-thiadiazolidin-3-one 1,1-dioxide